C(C)(C)C1=CC=C(C=C1)[N+]1=CC=CC2=CC=CC=C12 N-(p-isopropylphenyl)quinolinium